ClC=1C=C2C(=NC=NC2=C(C1C=1C=CC=C2C(=NNC12)C)F)N1CCN(CC1)C(C=C)=O 1-(4-(6-chloro-8-fluoro-7-(3-methyl-1H-indazol-7-yl)quinazolin-4-yl)piperazin-1-yl)prop-2-en-1-one